((2R,3R,4R,5R)-5-(2-acetamido-6-(methylamino)-9H-purin-9-yl)-3-acetoxy-4-fluoro-4-methyltetrahydrofuran-2-yl)methyl 2-phenylacetate C1(=CC=CC=C1)CC(=O)OC[C@H]1O[C@H]([C@]([C@@H]1OC(C)=O)(C)F)N1C2=NC(=NC(=C2N=C1)NC)NC(C)=O